C(C1=CC=CC=C1)C1=C(C2=C(N(C(N(C2=O)C2=CC=CC=C2)=O)C2=CC=CC=C2)N(C1=O)C)NC1CC1 6-benzyl-5-(cyclopropylamino)-8-methyl-1,3-diphenylpyrido[2,3-d]pyrimidine-2,4,7(1H,3H,8H)-trione